5-(2-chlorophenoxy)-3-((1-(2-fluorophenyl)ethyl)amino)-7-methyl-4H-benzo[e][1,2,4]thiadiazine 1,1-dioxide ClC1=C(OC2=CC(=CC3=C2NC(=NS3(=O)=O)NC(C)C3=C(C=CC=C3)F)C)C=CC=C1